(4-ethynylphenyl)azetidine C(#C)C1=CC=C(C=C1)N1CCC1